(R/S)-6-(3-chlorophenyl)-3-methyl-1-(oxetan-2-ylmethyl)imidazo[4,5-b]pyridin-2-one ClC=1C=C(C=CC1)C=1C=C2C(=NC1)N(C(N2C[C@@H]2OCC2)=O)C |r|